tellurium-germanium-antimony [Sb].[Ge].[Te]